N=1C(=CN2C1C=NC=C2)CO imidazo[1,2-a]pyrazineMethanol